methyl 2-((diisopropylamino)methyl)-4-(5-fluoro-2-methoxypyridin-4-yl)benzoate C(C)(C)N(C(C)C)CC1=C(C(=O)OC)C=CC(=C1)C1=CC(=NC=C1F)OC